2-(2-(1-((5-(4-Methoxyphenyl)-1H-pyrazol-4-yl)methyl)hexahydropyridin-4-yl)-5-methyl-2,3-dihydro-1H-imidazol-1-yl)ethan-1-ol COC1=CC=C(C=C1)C1=C(C=NN1)CN1CCC(CC1)C1N(C(=CN1)C)CCO